rac-1-(((3S,5S,6R)-6-((tert-Butyldiphenylsilyl)oxy)-5-methyl-1-oxaspiro[2.5]octan-5-yl)methyl)-1H-benzo[d]imidazole-6-carbonitrile [Si](C1=CC=CC=C1)(C1=CC=CC=C1)(C(C)(C)C)O[C@H]1[C@](C[C@]2(CO2)CC1)(C)CN1C=NC2=C1C=C(C=C2)C#N |r|